3-{2-[4-(2,2-difluoroethoxy)-4-methoxyphenyl]oxazol-4-yl}-1-(2-ethoxyphenyl)propan-1-one FC(COC1(CC=C(C=C1)C=1OC=C(N1)CCC(=O)C1=C(C=CC=C1)OCC)OC)F